(1-Methylpiperidin-4-yl)((1R,5S)-8-(4-(trifluoromethyl)phenyl)-1,3,4,5-Tetrahydro-2H-1,5-methanobenzo[c]azepin-2-yl)methanone CN1CCC(CC1)C(=O)N1[C@H]2C3=C([C@@H](CC1)C2)C=CC(=C3)C3=CC=C(C=C3)C(F)(F)F